ClC1=C(C(=NC(=C1)C)C(=O)N1CC(O[C@H]([C@H]1CNC1=NC=C(C=N1)C(F)(F)F)C)(F)F)C1=NC=CC=N1 (4-Chloro-6-methyl-3-(pyrimidin-2-yl)pyridin-2-yl)((5R,6S)-2,2-difluoro-6-methyl-5-(((5-(trifluoromethyl)pyrimidin-2-yl)amino)methyl)morpholino)methanone